CC1=C(C=C(C=C1)NC(CN1N=CC(=C1)C1=CC=C2C(=NNC2=C1)NC(=O)C1CC1)=O)C(F)(F)F N-(6-(1-(2-((4-methyl-3-(trifluoromethyl)phenyl)amino)-2-oxoethyl)-1H-pyrazol-4-yl)-1H-indazol-3-yl)cyclopropanecarboxamide